C1(CC1)C=1N=C(C=C2C1OC(=C2)C#N)NC2CCN(CC2)C 7-cyclopropyl-5-[(1-methylpiperidin-4-yl)amino]furo[2,3-c]pyridine-2-carbonitrile